OC1C(N(CC1)C)=O 3-hydroxyl-methylpyrrolidin-2-one